(2,2-difluoro-6-methylenetetrahydro-1H-pyrrolizin-7a(5H)-yl)methanol FC1(CC2(CC(CN2C1)=C)CO)F